(5-chloropyridin-2-yl)-2-((s)-3-(6-oxo-1,6-dihydropyridin-3-yl)piperidin-1-yl)propanamide ClC=1C=CC(=NC1)C(C(=O)N)(C)N1C[C@@H](CCC1)C1=CNC(C=C1)=O